FC1(C(C1)(C)C=O)F (2,2-difluoro-1-methylcyclopropyl)methanone